4-Ethylsulfanyl-2-methyl-1-nitro-benzene C(C)SC1=CC(=C(C=C1)[N+](=O)[O-])C